(S)-1-(2-((7-chloro-2-(2,6-difluoro-4-(1H-pyrazol-1-yl)phenyl)imidazo[1,2-a]pyridin-3-yl)methyl)morpholino)ethan-1-one ClC1=CC=2N(C=C1)C(=C(N2)C2=C(C=C(C=C2F)N2N=CC=C2)F)C[C@@H]2OCCN(C2)C(C)=O